2,4,6-trimethylbenzoyl-ethoxy-phenylphosphine oxide CC1=C(C(=O)P(C2=CC=CC=C2)(OCC)=O)C(=CC(=C1)C)C